ethyl-acrylic acid 8-bicyclo[3.2.1]Octyl ester C12CCCC(CC1)C2OC(C(=C)CC)=O